N=1C(OC=C2C1C=CC=C2)=O benzo[d][1,3]oxazin-2-one